C1(CC1)C1=CC=2C(=NC=CC2C=2C=C3C(=NNC3=C(C2)C#CC(C)(C)C)N)N1 5-(2-Cyclopropyl-1H-pyrrolo[2,3-b]pyridin-4-yl)-7-(3,3-dimethylbut-1-yn-1-yl)-1H-indazol-3-amine